normal hexadecyl mercaptan C(CCCCCCCCCCCCCCC)S